ClC=1C(=C(C=CC1)C=1C=C2C(=NC1)N(C(N2CC=2C=NC=C(C2)F)=O)C)F 6-(3-chloro-2-fluoro-phenyl)-1-[(5-fluoro-3-pyridinyl)methyl]-3-methyl-imidazo[4,5-b]pyridin-2-one